BrCC=1C(=C(C(=O)O)C=CC1S(=O)(=O)C(C)C)Cl 3-Bromomethyl-2-chloro-4-isopropylsulfonyl-benzoic acid